3-fluoro-4-(hydroxymethyl)-N,N-dimethyl-5-(1H-benzimidazol-5-yl)benzamide FC=1C=C(C(=O)N(C)C)C=C(C1CO)C1=CC2=C(NC=N2)C=C1